N-(3-([1,3'-bipyrrolidin]-1'-yl)-1-(2-(1,1-difluoroethyl)-6-methylpyrimidin-4-yl)-1H-pyrazolo[4,3-c]pyridin-6-yl)acetamide L-2-hydroxyglutarate O[C@H](C(=O)O)CCC(=O)O.N1(CCCC1)C1CN(CC1)C1=NN(C2=C1C=NC(=C2)NC(C)=O)C2=NC(=NC(=C2)C)C(C)(F)F